[Cl-].C(C)(C)[N+]1(CC(C1)OC(C(=C)C)=O)C 1-Isopropyl-3-(methacryloyloxy)-1-methyl-azetidinium chlorid